1-(5-bromopyridin-2-yl)-2-(3-chlorophenyl)-1,1-difluoro-3-(2H-1,2,3-triazol-2-yl)propan-2-ol (S)-tert-Butyl-3-(1H-Indol-3-yl)-1-(4-morpholinophenylamino)-1-oxopropan-2-ylcarbamate C(C)(C)(C)N(C(=O)OC(C(F)(F)C1=NC=C(C=C1)Br)(CN1N=CC=N1)C1=CC(=CC=C1)Cl)[C@H](C(=O)NC1=CC=C(C=C1)N1CCOCC1)CC1=CNC2=CC=CC=C12